Methyl-4-formylbenzoat COC(C1=CC=C(C=C1)C=O)=O